2-(4-amino-5-chloropyridin-2-yl)hexahydropyrrolo[1,2-a]pyrazin-6(2H)-one NC1=CC(=NC=C1Cl)N1CC2N(CC1)C(CC2)=O